BrC1=CC(=C(\C=C/C2(COC(OC2)(C)C)NC(OC(C)(C)C)=O)C=C1)F tert-Butyl (Z)-(5-(4-bromo-2-fluorostyryl)-2,2-dimethyl-1,3-dioxan-5-yl)carbamate